C(C)(C)(C)OC(=O)N1CC=2C=CC(=NC2CC1)SCC1=CC=CC=C1 2-(Benzylthio)-7,8-dihydro-1,6-naphthyridine-6(5H)-carboxylic acid tert-butyl ester